C[C@H]1CN(C[C@@H](O1)C)C=1C=C2C(=CN1)OC1(CNC(C1)C)C2 5-((2s,6s)-2,6-dimethylmorpholinyl)-5'-methyl-3H-spiro[furo[2,3-c]pyridin-2,3'-pyrrolidine]